[K+].FC1(C(C(C(C(C1(F)F)(F)F)(C(C(C(C(C(C(F)(F)F)(F)F)(F)F)(F)F)(F)F)(F)F)F)(F)F)(F)F)S(=O)(=O)[O-] perfluoro-4-hexylcyclohexyl-sulfonate potassium salt